C(C)(C)(CC)N t-amylamine